ClC=1C=C2C(=C(C1)Cl)NC(C21CCN(CC1)CCOC1=CC=C(C=C1)S(=O)(=O)C)=O 5,7-dichloro-1'-[2-(4-methanesulfonylphenoxy)ethyl]-1,2-dihydrospiro[indole-3,4'-piperidin]-2-one